1-(4-(6-chloro-8-fluoro-7-(2-fluoro-6-hydroxyphenyl)-2-(pyridazin-4-ylmethoxy)quinazolin-4-yl)piperazin-1-yl)prop-2-en-1-one ClC=1C=C2C(=NC(=NC2=C(C1C1=C(C=CC=C1O)F)F)OCC1=CN=NC=C1)N1CCN(CC1)C(C=C)=O